methyl 3-iodo-4,5-dihydro-1H-benzo[g]indole-2-carboxylate IC1=C(NC=2C3=C(CCC12)C=CC=C3)C(=O)OC